2,4,5-trifluorophenol FC1=C(C=C(C(=C1)F)F)O